C(C)(C)(C)OC(=O)N(C(OC(C)(C)C)=O)C1=C(C=C(C=C1[N+](=O)[O-])C(=C)OCC)F tert-butyl N-tert-butoxycarbonyl-N-[4-(1-ethoxyvinyl)-2-fluoro-6-nitro-phenyl]carbamate